3-[6-(Dimethylamino)-2-naphthyl]-1-(4-hydroxyphenyl)-2-propene-1-one CN(C=1C=C2C=CC(=CC2=CC1)C=CC(=O)C1=CC=C(C=C1)O)C